3-(4-(tert-butoxy)phenyl)propan-1-amine C(C)(C)(C)OC1=CC=C(C=C1)CCCN